(2,4-di-tert-butylphenyl-4,4'-biphenylyl) diphosphonite P(OC1=C(C=C(C=C1)C1=CC=CC=C1)C1=C(C=C(C=C1)C(C)(C)C)C(C)(C)C)OP[O-]